3-(3-hydroxy-4-methoxyphenyl)-1-(2,4,6-trihydroxyphenyl)-1-propanone OC=1C=C(C=CC1OC)CCC(=O)C1=C(C=C(C=C1O)O)O